COC(=O)[C@H]1CN([C@H](CC1)C)C(CC1CCCCC1)=O (3R,6S)-1-(2-cyclohexylacetyl)-6-methylpiperidine-3-carboxylic acid methyl ester